6-Acetyl-8-cyclopentyl-5-methyl-2-{[5-(1-piperazinyl)-2-pyridinyl]amino}pyrido[2,3-d]pyrimidin-7(8H)-one hydrochloride Cl.C(C)(=O)C1=C(C2=C(N=C(N=C2)NC2=NC=C(C=C2)N2CCNCC2)N(C1=O)C1CCCC1)C